2-[6-amino-5-[(1R,5S)-9-[3-fluoro-5-(4-piperidyloxy)phenyl]-3-oxa-7,9-diazabicyclo[3.3.1]nonan-7-yl]pyridazin-3-yl]phenol NC1=C(C=C(N=N1)C1=C(C=CC=C1)O)N1C[C@H]2COC[C@@H](C1)N2C2=CC(=CC(=C2)OC2CCNCC2)F